O=C1NC(CCC1N1C(C2=CC=CC(=C2C1)C#CCCCCCCNC(OC(C)(C)C)=O)=O)=O tert-butyl N-[8-[2-(2,6-dioxopiperidin-3-yl)-1-oxo-3H-isoindol-4-yl]oct-7-yn-1-yl]carbamate